3-(4-bromopyrazol-1-yl)-4-methylbenzoic acid methyl ester COC(C1=CC(=C(C=C1)C)N1N=CC(=C1)Br)=O